C(#N)C=1C=C(C=CC1)S(=O)(=O)N[C@@H]1C[C@H](C1)NC1=C2C(=NC=C1C(=O)OCC)NC=C2 trans-Ethyl 4-((3-((3-cyanophenyl)sulfonamido)cyclobutyl)amino)-1H-pyrrolo[2,3-b]pyridine-5-carboxylate